N1C[C@H](CCC1)NC1=NC=C(C(=N1)C1=CNC=2C(NCCC21)=O)C(F)(F)F 3-(2-{[(3S)-piperidin-3-yl]amino}-5-(trifluoromethyl)pyrimidin-4-yl)-1H,4H,5H,6H,7H-pyrrolo[2,3-c]pyridin-7-one